BrC1=C(C=C2C(C(=CNC2=C1Cl)[N+](=O)[O-])=O)Cl 7-bromo-6-chloro-8-chloro-3-nitroquinolin-4(1H)-one